C(C=C)C=1C=C2C(=NN(C2=C(C1)OC(F)F)C1OCCCC1)NC(C1=CC=C(C=C1)F)=O N-(5-allyl-7-(difluoromethoxy)-1-(tetrahydro-2H-pyran-2-yl)-1H-indazol-3-yl)-4-fluorobenzamide